O(C)C1=CC=C(C=CC=O)C=C1 p-methoxyl-cinnamaldehyde